C(#N)N1[C@H]2[C@@H](C[C@@H]1CC2)NC(=O)[C@@H]2C[C@@H](CC2)C2=C(C=CC(=C2)Cl)Cl (1S,3R)-N-((1R,2R,4S)-7-cyano-7-azabicyclo[2.2.1]heptan-2-yl)-3-(2,5-dichlorophenyl)cyclopentanecarboxamide